COC1=C(C=C(C=C1)C(F)(F)F)NS(=O)(=O)C1=CC=C(C=C1)NC(NCC=1C=NC=CC1)=O 3-(4-{[2-methoxy-5-(trifluoromethyl)phenyl]sulfamoyl}phenyl)-1-(pyridin-3-ylmethyl)urea